COC=1C=C(C=CC1OC)[C@@H](C)NC(\C=C\C1=CNC2=NC=CC(=C21)C2=CC(=CC=C2)N(C)C)=O (R,E)-N-(1-(3,4-dimethoxyphenyl)ethyl)-3-(4-(3-(dimethylamino)phenyl)-1H-pyrrolo[2,3-b]pyridin-3-yl)acrylamide